methylaminosulphon CS(=O)(=O)N